1-((R)-3,3-difluoro-4-((5-(1-((R)-2-fluoropropyl)-1H-benzo[d][1,2,3]triazol-6-yl)-4-methoxypyrrolo[2,1-f][1,2,4]triazin-2-yl)amino)piperidin-1-yl)ethan-1-one-2,2,2-d3 FC1(CN(CC[C@H]1NC1=NN2C(C(=N1)OC)=C(C=C2)C=2C=CC1=C(N(N=N1)C[C@@H](C)F)C2)C(C([2H])([2H])[2H])=O)F